FC1=CC(=C(C=C1[N+](=O)[O-])NC1=NC=C(C(=N1)NC1=C(C=CC=C1)P(C)(C)=O)C)OC (2-((2-((4-fluoro-2-methoxy-5-nitrophenyl)amino)-5-methylpyrimidin-4-yl)amino)phenyl)dimethylphosphine oxide